NC1=NC=2C(=CC(=CC2C=2N1N=C(N2)[C@H]2CN(CCC2)C=2C(=NN(C2)[C@H](C(C)(O)C)C)C)F)OC |o1:25| (S or R)-3-(4-((R)-3-(5-amino-9-fluoro-7-methoxy-[1,2,4]triazolo[1,5-c]quinazolin-2-yl)piperidin-1-yl)-3-methyl-1H-pyrazol-1-yl)-2-methylbutan-2-ol